(1-((2-(trimethylsilyl)ethoxy)methyl)-1H-indazol-5-yl)methanol C[Si](CCOCN1N=CC2=CC(=CC=C12)CO)(C)C